NC1=NC(=CC(=N1)N1CCC2(C[C@H](NC2)C(=O)O)CC1)O[C@@H](C(F)(F)F)C1=CC=C(C=C1)C1=CC=C2C(=NNC2=C1)C (S)-8-(2-amino-6-((R)-2,2,2-trifluoro-1-(4-(3-methyl-1H-indazol-6-yl)phenyl)ethoxy)pyrimidin-4-yl)-2,8-diazaspiro[4.5]decane-3-carboxylic acid